CC1=C(C[N+]#[C-])C=C(C=C1)C 2,5-DIMETHYLBENZYLISOCYANIDE